C(C)(C)C1=CC=C(C=C1)B(O)O 4-ISOPROPYLPHENYLBORONIC ACID